N-(cyanomethyl)-2-fluoro-4-(5-methyl-2-((1-methyl-1H-pyrazol-4-yl)amino)pyrimidin-4-yl)benzamide C(#N)CNC(C1=C(C=C(C=C1)C1=NC(=NC=C1C)NC=1C=NN(C1)C)F)=O